C1(=CC=CC=C1)C1=CC=2C(=NC=C(C2)NC(=O)C2=NNN=C2)N1 N-(2-phenyl-1H-pyrrolo[2,3-b]pyridin-5-yl)-2H-triazole-4-carboxamide